2-((3R,5S)-3-Amino-4,4-difluoro-5-methylpiperidin-1-yl)-5-chloro-6-((3-(3-hydroxy-3-methylbutyl)-1-methyl-2-oxo-2,3-dihydro-1H-benzo[d]imidazol-5-yl)amino)nicotinonitrile N[C@@H]1CN(C[C@@H](C1(F)F)C)C1=C(C#N)C=C(C(=N1)NC1=CC2=C(N(C(N2CCC(C)(C)O)=O)C)C=C1)Cl